tribenzyl-phenyl-phosphonium C(C1=CC=CC=C1)[P+](C1=CC=CC=C1)(CC1=CC=CC=C1)CC1=CC=CC=C1